C(C1=CC=CC=C1)C(=S)S benzyldithioformic acid